S1(CCNCC2=C1C=CC=C2)(=O)=O 2,3,4,5-tetrahydrobenzo[f][1,4]thiazepine-1,1-Dioxide